COC[C@H](C)N1C(=CC2=C1N=C(N=C2)NC=2C(=NN(C2)C([2H])([2H])[2H])O[C@@H]2[C@H](OC2)C)C#N 7-[(1S)-2-methoxy-1-methyl-ethyl]-2-[[3-[(2R,3S)-2-methyloxetan-3-yl]oxy-1-(methyl-d3)pyrazol-4-yl]amino]pyrrolo[2,3-d]pyrimidine-6-carbonitrile